3-(2-amino-6-(1-(4-(2-hydroxypropan-2-yl)benzyl)-2-oxo-1,2-dihydropyridin-4-yl)pyrimidin-4-yl)-2-methylbenzonitrile NC1=NC(=CC(=N1)C=1C(=C(C#N)C=CC1)C)C1=CC(N(C=C1)CC1=CC=C(C=C1)C(C)(C)O)=O